(R)-3-methyl-N-(1-(1-methylpiperidin-4-yl)ethyl)-4-((3-phenyloxetan-3-yl)amino)benzene-sulfonamide CC=1C=C(C=CC1NC1(COC1)C1=CC=CC=C1)S(=O)(=O)N[C@H](C)C1CCN(CC1)C